2,2'-((1r,3r,5r,7r)-adamantan-2,2-diyl)Diacetonitrile C12C(C3CC(CC(C1)C3)C2)(CC#N)CC#N